OCC1C(C(C(C=2N1N=NN2)O)O)O 5-hydroxymethyl-6,7,8-trihydroxy-tetrazolo[1,5-a]piperidine